(R)-2-((3-(3,3-difluorobutyl)-2-methyl-1,1-dioxido-5-phenyl-7-(trifluoromethyl)-2,3,4,5-tetrahydrobenzo[f][1,2,5]thiadiazepin-8-yl)oxy)ethanesulfonic acid FC(CC[C@H]1N(S(C2=C(N(C1)C1=CC=CC=C1)C=C(C(=C2)OCCS(=O)(=O)O)C(F)(F)F)(=O)=O)C)(C)F